N-(1-(isoquinolin-4-yl)prop-2-yn-1-yl)-2-methylpropane-2-sulfinamide C1=NC=C(C2=CC=CC=C12)C(C#C)NS(=O)C(C)(C)C